N1C=CC=2C1=NC=CC2C=2C=NN(C2)C2(CN(C2)S(=O)(=O)C)CC(=O)N 2-(3-(4-(1H-pyrrolo[2,3-b]pyridin-4-yl)-1H-pyrazol-1-yl)-1-(methylsulfonyl)azetidin-3-yl)acetamide